2,2-bis(p-chlorophenyl)-1,3-dimethoxypropane ClC1=CC=C(C=C1)C(COC)(COC)C1=CC=C(C=C1)Cl